COC1(OOC(CC1COC=1N=CC2=C(N1)NC(C=C2C)=O)(C)C)C (3-methoxy-3,6,6-trimethyl-1,2-dioxane-4-yl)methoxy-5-methylpyrido[2,3-d]pyrimidin-7(8H)-one